FC(C)(F)C1=NC(=CC(=N1)NC1=CC(=NC=C1OCC1(COC1)F)NC(C)=O)C N-(4-((2-(1,1-difluoroethyl)-6-methylpyrimidin-4-yl)amino)-5-((3-fluorooxetan-3-yl)methoxy)pyridin-2-yl)acetamide